[O-]S(=O)(=O)C(F)(F)F.C(CCC)N1C=[NH+]C=C1 N-butylimidazolium triflate